4-[(1S)-1-[[1-[2-(3-Chlorophenoxy)ethyl-methyl-amino]cyclohexanecarbonyl]amino]ethyl]benzoic acid, hydrochloride Cl.ClC=1C=C(OCCN(C2(CCCCC2)C(=O)N[C@@H](C)C2=CC=C(C(=O)O)C=C2)C)C=CC1